BrC1=CC(=C(C=C1)C1N(C(CC2=C3C(=CC=C12)N(N=C3)C3OCCCC3)C)CC(COC)(C)F)OC 6-(4-bromo-2-methoxyphenyl)-7-(2-fluoro-3-methoxy-2-methylpropyl)-8-methyl-3-(tetrahydro-2H-pyran-2-yl)-6,7,8,9-tetrahydro-3H-pyrazolo[4,3-f]Isoquinoline